8-({4-[1-cyclopropyl-4-(trifluoromethyl)imidazol-2-yl]phenyl}methyl)-2-(4-cyclopropyl-6-methoxypyrimidin-5-yl)-6-[1-(2-methoxyethyl)piperidin-4-yl]pyrido[2,3-d]pyrimidin-7-one C1(CC1)N1C(=NC(=C1)C(F)(F)F)C1=CC=C(C=C1)CN1C(C(=CC2=C1N=C(N=C2)C=2C(=NC=NC2OC)C2CC2)C2CCN(CC2)CCOC)=O